2,2-Difluoro-3-((1S,3R)-1-(2-(((3R,5R)-1-(3-fluoropropyl)-5-methylpyrrolidin-3-yl)oxy)thiazol-5-yl)-3-methyl-1,3,4,9-tetrahydro-2H-pyrido[3,4-b]indol-2-yl)propan-1-ol FC(CO)(CN1[C@@H](C=2NC3=CC=CC=C3C2C[C@H]1C)C1=CN=C(S1)O[C@H]1CN([C@@H](C1)C)CCCF)F